D-glutamic acid-5-benzyl ester C(C1=CC=CC=C1)OC(CC[C@@H](N)C(=O)O)=O